4-(3-chlorophenyl)-3-hydroxy-3-phenylbutyric acid ClC=1C=C(C=CC1)CC(CC(=O)O)(C1=CC=CC=C1)O